P(OCN(C1=CC=C(C=C1)C(F)(F)F)C=1SC=C(N1)C1=C(C=C(C=C1)F)F)([O-])=O (((4-(2,4-difluorophenyl) thiazol-2-yl) (4-(trifluoromethyl) phenyl) amino) methyl) phosphonate